((3r,5r)-5-fluoro-1-(3-methoxy-4-(methylamino)-5-nitrobenzoyl) piperidin-3-yl) carbamate C(N)(O[C@H]1CN(C[C@@H](C1)F)C(C1=CC(=C(C(=C1)[N+](=O)[O-])NC)OC)=O)=O